3-(6-(4-(hydroxymethyl)piperidin-1-yl)-1-oxoisoquinolin-2(1H)-yl)piperidine-2,6-dione OCC1CCN(CC1)C=1C=C2C=CN(C(C2=CC1)=O)C1C(NC(CC1)=O)=O